CC1=C(N=NC(=C1)C=1C=NC=CC1)N 4-methyl-6-(pyridin-3-yl)pyridazin-3-amine